C(C)(C)(C)OC(=O)N([C@H]1CN(CCC1)C=1C=CC(=NC1)C(=O)OC)CC1CCC1 methyl 5-[(3R)-3-[tert-butoxycarbonyl(cyclobutylmethyl) amino]-1-piperidyl]pyridine-2-carboxylate